N-[(1R,3S)-3-(5-(1,4-dimethyl-1H-imidazol-5-yl)-4H-1,2,4-triazol-3-yl)cyclohexyl]-N-methyl-3-(trifluoromethyl)benzamide CN1C=NC(=C1C=1NC(=NN1)[C@@H]1C[C@@H](CCC1)N(C(C1=CC(=CC=C1)C(F)(F)F)=O)C)C